5-(6-(difluoromethyl)-2-((3-hydroxy-3-phenylpropyl)sulfonyl)pyrimidin-4-yl)-1-(3-fluoro-4-methoxybenzyl)pyridin-2(1H)-one FC(C1=CC(=NC(=N1)S(=O)(=O)CCC(C1=CC=CC=C1)O)C=1C=CC(N(C1)CC1=CC(=C(C=C1)OC)F)=O)F